(S)-methyl 5-amino-4-methoxy-6-((oxetan-2-ylmethyl)amino)picolinate NC=1C(=CC(=NC1NC[C@H]1OCC1)C(=O)OC)OC